rac-methyl 4-chloro-2-(((1R,6S)-5-(6-((4-cyano-2-fluorobenzyl)oxy)pyridin-2-yl)-2,5-diazabicyclo[4.2.0]octan-2-yl)methyl)-1-(((R)-oxetan-2-yl)methyl)-1H-benzo[d]imidazole-6-carboxylate ClC1=CC(=CC=2N(C(=NC21)CN2[C@@H]1CC[C@@H]1N(CC2)C2=NC(=CC=C2)OCC2=C(C=C(C=C2)C#N)F)C[C@@H]2OCC2)C(=O)OC |r|